ClC=1C=C(NC2(CCC3(C(CC4=CC=C(C=C34)OC)C[C@H](COC3=CC=NC=4CCC[C@@H](C34)C)C)CC2)C(=O)O)C=CC1 4-(3-Chloroanilino)-6'-methoxy-2'-[(2R)-2-methyl-3-{[(5S)-5-methyl-5,6,7,8-tetrahydroquinolin-4-yl]oxy}propyl]-2',3'-dihydrospiro[cyclohexane-1,1'-indene]-4-carboxylic acid